N1CC(C1)N(C(=O)NC=1C(=NC(=CC1)C)OC(F)F)C1=C(C=CC=C1)C(C)C 1-(azetidin-3-yl)-3-(2-(difluoromethoxy)-6-methylpyridin-3-yl)-1-(2-isopropylphenyl)urea